glucose, gallic acid salt C(C1=CC(O)=C(O)C(O)=C1)(=O)O.O=C[C@H](O)[C@@H](O)[C@H](O)[C@H](O)CO